4-(cyclohexyloxy)-1-methyl-5-(1-(1-phenylethyl)-1H-pyrazol-4-yl)pyridin-2(1H)-one (E)-2-Methoxy-4-(prop-1-en-1-yl)phenyl-4-hydroxybenzoat COC1=C(C=CC(=C1)\C=C\C)OC(C1=CC=C(C=C1)O)=O.C1(CCCCC1)OC1=CC(N(C=C1C=1C=NN(C1)C(C)C1=CC=CC=C1)C)=O